NC(CC(=O)OCC)C ethyl beta-aminobutyrate